(S)-5-(4-hydroxy-4-methyl-isoxazolidine-2-carbonyl)-1-isobutyl-3-methyl-6-(2,6-difluorobenzyl)-1,6-dihydro-2H-pyrrolo[3,4-d]pyrimidine-2,4(3H)-dione O[C@]1(CN(OC1)C(=O)C=1N(C=C2N(C(N(C(C21)=O)C)=O)CC(C)C)CC2=C(C=CC=C2F)F)C